CC1(O[C@H]([C@@H](O1)CNS([O-])(=O)=O)C1=C(N=C(S1)Cl)C)C ((4S,5R)-2,2-dimethyl-5-(2-chloro-4-methylthiazol-5-yl)-1,3-dioxolan-4-yl)methylsulfamate